C(C)(C)(C)OC(=O)N1[C@@H](CCC1)C1=C2CCN(CC2=CC(=C1)Cl)C(CC1CCOCC1)=O (S)-2-(7-chloro-2-(2-(tetrahydro-2H-pyran-4-yl)acetyl)-1,2,3,4-tetrahydroisoquinolin-5-yl)pyrrolidine-1-carboxylic acid tert-butyl ester